(3R)-N-(cyclopropylmethyl)-1-{6-[2-(methoxymethoxy)-4-(6-methoxypyrimidin-4-yl)phenyl]pyridazin-3-yl}-3-methylpyrrolidin-3-amine C1(CC1)CN[C@]1(CN(CC1)C=1N=NC(=CC1)C1=C(C=C(C=C1)C1=NC=NC(=C1)OC)OCOC)C